ClC=1C=C(C=CC1C=1C(=NC(=CC1)C)C)C1=NC(=NC(=N1)C1=CC=CC=C1)C1=CC=CC=C1 2-[3-Chloro-4-(2,6-dimethylpyridin-3-yl)phenyl]-4,6-diphenyl-1,3,5-triazine